6-(1,3-dioxoisoindolin-2-yl)-3,3-dimethyl-7-oxo-4-thia-1-azabicyclo[3.2.0]heptane-2-carboxylic Acid O=C1N(C(C2=CC=CC=C12)=O)C1C2SC(C(N2C1=O)C(=O)O)(C)C